Methyl 2-([5-(1-ethyl-1H-indazol-6-yl)-1-[2-(pyrrolidin-1-yl)phenyl]-1H-pyrazol-3-yl]methoxy)-2-methylpropanoate C(C)N1N=CC2=CC=C(C=C12)C1=CC(=NN1C1=C(C=CC=C1)N1CCCC1)COC(C(=O)OC)(C)C